N-(2-(3,3-difluoropyrrolidin-1-yl)-4-(2-fluoro-phenyl)pyridin-3-yl)-2-isopropylpyrimidine-5-carboxamide FC1(CN(CC1)C1=NC=CC(=C1NC(=O)C=1C=NC(=NC1)C(C)C)C1=C(C=CC=C1)F)F